3-methyl-3,5-dihydro-4H-pyrazolo[3,4-c]quinolin-4-one CN1N=CC2=C1C(NC=1C=CC=CC21)=O